2-(4-bromo-2-chlorophenyl)-4,6-diphenyl-1,3,5-triazine BrC1=CC(=C(C=C1)C1=NC(=NC(=N1)C1=CC=CC=C1)C1=CC=CC=C1)Cl